C1CC(=O)CC1C(=O)O The molecule is an alicyclic ketone that is oxocyclopentanone substituted at position 3 by a carboxy group. It is a 4-oxo monocarboxylic acid and an alicyclic ketone. It is a conjugate acid of a 3-oxocyclopentanecarboxylate.